(S)-8-chloro-4-((3-chloro-4-fluorophenyl)amino)-6-(((2-ethylisoindolin-4-yl)(1H-1,2,3-triazol-4-yl)methyl)amino)quinoline-3-carbonitrile ClC=1C=C(C=C2C(=C(C=NC12)C#N)NC1=CC(=C(C=C1)F)Cl)N[C@H](C=1N=NNC1)C1=C2CN(CC2=CC=C1)CC